thiomorpholine-3-carboxylic acid methyl ester 1,1-dioxide COC(=O)C1NCCS(C1)(=O)=O